(R)-6-Chloro-1'-(5-(3-chlorobenzyl)-4H-1,2,4-triazole-3-carbonyl)-5-fluorospiro[benzo[d][1,3]oxazine-4,3'-piperidin]-2(1H)-one ClC1=C(C2=C(NC(O[C@@]23CN(CCC3)C(=O)C3=NN=C(N3)CC3=CC(=CC=C3)Cl)=O)C=C1)F